1-β-aminoethyl-2-methylimidazole NCCN1C(=NC=C1)C